2-(2,6-dioxopiperidin-3-yl)-N-((S)-1-(3-fluorophenyl)ethyl)-1-oxoisoindoline-5-carboxamide O=C1NC(CCC1N1C(C2=CC=C(C=C2C1)C(=O)N[C@@H](C)C1=CC(=CC=C1)F)=O)=O